S1C(=NC2=C1C=CC=C2)S(=O)(=O)CC2[C@H]1CN(C[C@@H]21)C2=NC(=NC(=C2)C(F)(F)F)N2[C@H]([C@@H](C2)O)C (2S,3R)-1-(4-((1R,5S,6S)-6-((benzo[d]thiazol-2-ylsulfonyl)methyl)-3-azabicyclo[3.1.0]hexan-3-yl)-6-(trifluoromethyl)pyrimidin-2-yl)-2-methylazetidin-3-ol